OCCOCCOCCOC1=CC=2C(C3=CC=C(C=C3CC2C=C1)OCCOCCOCCO)=O 2,6-bis(2-(2-(2-hydroxyethoxy)ethoxy)ethoxy)anthracen-9(10H)-one